FC(C(=O)O)(F)F.[C@H]12CNC[C@@H]2C1C(CC)=O 1-[(1R,5S,6r)-3-azabicyclo[3.1.0]Hex-6-yl]Propane-1-one trifluoroacetate salt